3-hydroxy-naphtho[2,3-c]furan-1(3H)-one OC1C2=C(C(O1)=O)C=C1C=CC=CC1=C2